NC(C(N(CCOCC(N(CCOCC(N(CCOCC(N(CCOCC(N(CCOCC(=O)[O-])C)=O)C)=O)C)=O)C)=O)C)=O)CC 32-amino-6,12,18,24,30-pentamethyl-7,13,19,25,31-pentaoxo-3,9,15,21,27-pentaoxa-6,12,18,24,30-pentaazatetratriacontanoate